2-octyldodecyl 2-methyl-11-(6-((2-octyldodecyl) oxy)-6-oxohexyl)-7-oxo-8-oxa-2,6,11-triazaheptadecan-17-oate CN(C)CCCNC(OCCN(CCCCCC(=O)OCC(CCCCCCCCCC)CCCCCCCC)CCCCCC(=O)OCC(CCCCCCCCCC)CCCCCCCC)=O